BrC1=CC=C(C=2SC(=CC21)C(=O)O)C C4-bromo-7-methylbenzo[b]thiophene-2-carboxylic acid